2-[3-(Dibenzylamino)-2-fluoro-4-nitrophenyl]-4,4-difluoro-N-(2,2,2-trifluoroethyl)-butanamide C(C1=CC=CC=C1)N(C=1C(=C(C=CC1[N+](=O)[O-])C(C(=O)NCC(F)(F)F)CC(F)F)F)CC1=CC=CC=C1